CC1=CC=C(C=C1)C(=O)NC2=CC(=CC=C2)OC N-(3-methoxyphenyl)-4-methylbenzamide